dibutyl-myristamide C(CCC)C(C(=O)N)(CCCCCCCCCCCC)CCCC